FC(/C(=C(/C(F)(F)F)\O)/O)(F)F (2E)-1,1,1,4,4,4-Hexafluoro-2-butene-2,3-diol